CN1C(C2(CCN(CC2)C2=NC=NC=C2)C2=C3C(=NC=C21)NC(=C3C=C)C=3C=NN(C3)C)=O 6-methyl-2-(1-methyl-1H-pyrazol-4-yl)-1'-(pyrimidin-4-yl)-1-vinyl-3,6-dihydro-7H-spiro[dipyrrolo[2,3-b:3',2'-d]pyridine-8,4'-piperidin]-7-one